CC1OCCN(C1)C(C(C)C1=CC=C(C=C1)SC)=O 2-methyl-[4-(methyl-thio)phenyl]morpholino-1-propanone